SCCC(C)S 1,3-dimercaptobutane